ClC1=C(C(=CC=C1)Cl)SC=1C=2N(C(=NC1)N1CCC3(CCC[C@H]3N)CC1)C=CN2 (R)-8-(8-((2,6-dichlorophenyl)thio)imidazo[1,2-c]pyrimidin-5-yl)-8-azaspiro[4.5]decan-1-amine